3-((3R,5S)-3-((5-(5-(2-hydroxypropan-2-yl)-1,3,4-thiadiazol-2-yl)-1H-pyrrolo[2,3-b]pyridin-4-yl)amino)-5-methylpiperidin-1-yl)-3-oxopropanenitrile OC(C)(C)C1=NN=C(S1)C=1C(=C2C(=NC1)NC=C2)N[C@H]2CN(C[C@H](C2)C)C(CC#N)=O